[N+](=O)([O-])C1=CC=CC=2C(C3=CC=CC(=C3C(C12)=O)[N+](=O)[O-])=O 1,8-dinitroanthraquinone